tributyl(cyclobutylethynyl)stannane C(CCC)[Sn](C#CC1CCC1)(CCCC)CCCC